tert-butyl (1R,5S)-3-(9-chloro-4-methyl-2,3-dihydropyrano[2,3,4-de][2,7]naphthyridin-6-yl)-3,8-diazabicyclo[3.2.1]octane-8-carboxylate ClC=1N=CC=2C(=NC(=C3C2C1OCC3)C)N3C[C@H]1CC[C@@H](C3)N1C(=O)OC(C)(C)C